C(C=C)N1C(=C(C2=CC(=CC=C12)OCC1=CC=CC=C1)C#N)C(C)C allyl-5-(benzyloxy)-2-isopropyl-1H-indole-3-carbonitrile